C(C)(C)(C)C=1C=C(C=CC1)C(C=O)(C)C (3-(tert-butyl)phenyl)-2-methylpropanal